C(C(=C)C)(=O)OO Monohydroxy methacrylate